CN1CCN(CC1)CC1=NC(=CC(=C1)NC(=O)C1=CC=C2CCNC2=C1)C(F)(F)F N-(2-((4-methylpiperazin-1-yl)methyl)-6-(trifluoromethyl)pyridin-4-yl)indoline-6-carboxamide